NC=1C2=C(N=CN1)N(C=C2C2=CC=C(C=C2)NC(=O)C=2C(N(N1C2COCC1)C1=CC=CC=C1)=O)C1COC1 N-(4-(4-amino-7-(oxetan-3-yl)-7H-pyrrolo[2,3-d]pyrimidin-5-yl)phenyl)-2-oxo-1-phenyl-2,4,6,7-tetrahydro-1H-pyrazolo[5,1-c][1,4]oxazine-3-carboxamide